Acryl-Butadien C(=O)(C=C)C=CC=C